(3-benzyl-5-(trifluoromethyl)-3-azabicyclo[3.1.0]hex-1-yl)methanol C(C1=CC=CC=C1)N1CC2(CC2(C1)C(F)(F)F)CO